dimethylphenyl iodide CC=1C(=C(C=CC1)I)C